FC1=C(C=C(C=C1)N1C(=C(C2=CC(=CC=C12)O)[C@@H]1C[C@H](C1)CO)C(C)C)C Trans-1-(4-fluoro-3-methyl-phenyl)-3-[3-(hydroxymethyl)cyclobutyl]-2-isopropyl-indol-5-ol